FC(C(=O)O)(F)F.CN1N=CC(=C1)C1=CC(=NC=C1)C=1NC(=CN1)C1=CC=CC=C1 4-(1-Methyl-1H-pyrazol-4-yl)-2-(5-phenyl-1H-imidazol-2-yl)pyridine trifluoroacetate salt